4-(1H-pyrazol-4-yl)-1H-benzimidazole N1N=CC(=C1)C1=CC=CC=2NC=NC21